C(\C=C\C(=O)O)(=O)O.C1(CCCC2=CC=CC=C12)N 1,2,3,4-tetrahydronaphthalene-1-amine fumarate